4-chloro-5-phenyl-2-(pyridin-2-yl)thieno[2,3-d]pyrimidine ClC=1C2=C(N=C(N1)C1=NC=CC=C1)SC=C2C2=CC=CC=C2